FC1=C(C(=CC=C1)F)C(C(C)O)O 1-(2,6-difluorophenyl)-1,2-propanediol